O1C2=C(OCC1)C=C(C=C2)C2=CC=C1CN(C(C1=C2)=O)[C@H](C(=O)N[C@H](CC(=O)O)C(COC2=C(C(=CC(=C2F)F)F)F)=O)CC (R)-3-((S)-2-(6-(2,3-dihydrobenzo[b][1,4]dioxin-6-yl)-1-oxoisoindolin-2-yl)butanamido)-4-oxo-5-(2,3,5,6-tetrafluorophenoxy)pentanoic acid